7-methyl-1,3-dihydro-2H-indol-2-one CC=1C=CC=C2CC(NC12)=O